ClC=1C(=C(C=CC1)NC1=C2C(=NC(=C1)NC1=NN3C(COCC3)=C1)NN(C2=O)C)OC 4-((3-chloro-2-methoxyphenyl)amino)-6-((6,7-dihydro-4H-pyrazolo[5,1-c][1,4]oxazin-2-yl)amino)-2-methyl-1,2-dihydro-3H-pyrazolo[3,4-b]pyridin-3-one